3-[(2-fluoro-4-iodo-phenyl)methoxy]azetidine-1-carboxylic acid tert-butyl ester C(C)(C)(C)OC(=O)N1CC(C1)OCC1=C(C=C(C=C1)I)F